3-((3,5-di-tert-butylbenzoyl)oxy)-2-((((9Z,12Z)-octadeca-9,12-dienoyl)oxy)methyl)propyl 1'-ethyl-[1,4'-bipiperidine]-4-carboxylate C(C)N1CCC(CC1)N1CCC(CC1)C(=O)OCC(COC(C1=CC(=CC(=C1)C(C)(C)C)C(C)(C)C)=O)COC(CCCCCCC\C=C/C\C=C/CCCCC)=O